NC1=C2C(=NC=N1)N(N=C2C)C(C)C=2C(=C(C(=C(C2)Cl)C)C2CN(C2)[C@@H](C(=O)N(C)C)C)OC (2R)-2-(3-{3-[1-(4-Amino-3-methyl-1H-pyrazolo[3,4-d]pyrimidin-1-yl)ethyl]-5-chloro-2-methoxy-6-methylphenyl}azetidin-1-yl)-N,N-dimethylpropanamide